2,4-bis(mercaptomethyl)-1,3-dithiacyclopentane SCC1SCC(S1)CS